FC(C(=O)O)(F)F.N1(CCC12CNC2)C(C=C)=O 1-(1,6-diazaspiro[3.3]heptan-1-yl)prop-2-en-1-one 2,2,2-trifluoroacetate